2-[2-[[7-(5-methyl-1,2,4-oxadiazol-3-yl)-1-isoquinolinyl]amino]ethyl]-1,3-dioxo-isoindoline-5-carboxylic acid CC1=NC(=NO1)C1=CC=C2C=CN=C(C2=C1)NCCN1C(C2=CC=C(C=C2C1=O)C(=O)O)=O